1-[rac-(5S,7S)-7-fluoro-5-phenyl-6,7-dihydro-5H-pyrrolo[1,2-b][1,2,4]triazol-2-yl]-2-tetrahydropyran-2-yl-ethanone F[C@H]1C[C@H](N2N=C(N=C21)C(CC2OCCCC2)=O)C2=CC=CC=C2 |r|